ClC1=C(CN2C(N=C3C=CC=CC3=C2)NN)C=CC=C1 3-(2-chlorobenzyl)-2-hydrazino-2,3-dihydroquinazoline